((tetrahydrofuran-3-yl)oxy)-1H-pyrazole O1CC(CC1)ON1N=CC=C1